C(C)(C)C1=CC(=NN1)C(=O)N1CC(C1)C1=NC(=CC(=C1)C1=CC=C(C=C1)C)C (5-Isopropyl-1H-pyrazol-3-yl)(3-(6-methyl-4-(p-tolyl)pyridin-2-yl)azetidin-1-yl)methanone